(4-Fluoro-2-(4-(methyl-d3)-4H-1,2,4-triazol-3-yl)phenyl)-isoindolin-1-one FC1=CC(=C(C=C1)N1C(C2=CC=CC=C2C1)=O)C1=NN=CN1C([2H])([2H])[2H]